2,4-dimethyl-1,3-thiazole-5-carboxamide CC=1SC(=C(N1)C)C(=O)N